FC(C(C)(C)OC1=CC=C(C=C1)C1CNC1)(F)F 3-(4-((1,1,1-Trifluoro-2-methylpropan-2-yl)oxy)phenyl)azetidine